C1(=CC=CC=C1)COC(=O)N1CC=2N(CC1)N=C(N2)C(=O)O 7-phenylmethoxycarbonyl-6,8-dihydro-5H-[1,2,4]triazolo[1,5-a]pyrazine-2-carboxylic acid